NCCOCCOCC(NCCCN(CCCNC1=CC(=C(C=C1)N1N=C(C=C1C1=C(C=CC=C1OC)OC)C(=O)NC1(C2CC3CC(CC1C3)C2)C(=O)O)C(C)C)C)=O 2-(1-(4-((1-amino-13-methyl-8-oxo-3,6-dioxa-9,13-diazahexadecan-16-yl)amino)-2-isopropylphenyl)-5-(2,6-dimethoxyphenyl)-1H-pyrazole-3-carboxamido)adamantane-2-carboxylic acid